CC=1SC(=CN1)C=1N=C(C=2OCCNC2N1)N[C@@H]1CCC=2NC3=CC=CC=C3C2C1 2-(2-methylthiazol-5-yl)-N-[(3R)-2,3,4,9-tetrahydro-1H-carbazol-3-yl]-7,8-dihydro-6H-pyrimido[5,4-b][1,4]oxazin-4-amine